tetramethyl-dipropylene glycol diphosphite OP(O)OP(O)O.CC(C(C)(C)C)(COC(C)CO)O